6-((1S,3R)-3-(6-(trifluoromethyl)pyridin-3-yl)cyclohexyl)-2-thia-6-azaspiro[3.4]octane 2,2-dioxide FC(C1=CC=C(C=N1)[C@H]1C[C@H](CCC1)N1CC2(CS(C2)(=O)=O)CC1)(F)F